N1=C(C)C(O)=C(CN)C(COP(=O)(O)O)=C1 Pyridoxamine-P